1-(1,2,4-triazol-1-yl)propan-2-ol Kalium persulfat S(=O)(=O)([O-])OOS(=O)(=O)[O-].[K+].N1(N=CN=C1)CC(C)O.[K+]